C(C)(C)(C)C=1C=C(N)C(=CC1)C(C)(C)C 3,6-di-tert-butylaniline